1-(3-(2,3-dichlorophenyl)imidazo[1,5-a]pyrazin-8-yl)-4-methylpiperidine-4-carboxamide ClC1=C(C=CC=C1Cl)C1=NC=C2N1C=CN=C2N2CCC(CC2)(C(=O)N)C